NC1=C(C(=C(C=C1)C1=C(C=CC=C1)OC)OC)N diamino-2,2'-dimethoxybiphenyl